The molecule is an organic heterotetracyclic compound and guaianolide sesquiterpene lactone that is acrylic acid which is substituted at position 2 by a 4-hydroxy-3,8-dimethyl-1,3a,4,5,6,7-hexahydroazulen-5-yl group in which the double bond in the 7-membered ring has been epoxidised and in which the hydroxy group and the carboxy group have undergone formal condensation to give the corresponding gamma-lactone. It is found in Artemisia glabella. Arglabin-DMA HCl, the hydrochloride salt of the adduct resulting from the conjugate addition of dimethylamine to the ene-lactone moiety, has been successfully used in Khazakhstan for the treatment of breast, colon, ovarian and lung cancers. It has a role as an antineoplastic agent and a metabolite. It is an organic heterotetracyclic compound, a gamma-lactone, an epoxide and a sesquiterpene lactone. CC1=CC[C@@]23[C@H]1[C@@H]4[C@@H](CC[C@@]2(O3)C)C(=C)C(=O)O4